C1(CC1)C1=C(C(=NO1)C1=C(C=CC=C1Cl)Cl)COC1CCN(CC1)C1=CC=C(C(=O)OCC)C=C1 Ethyl 4-(4-((5-cyclopropyl-3-(2,6-dichlorophenyl)isoxazol-4-yl)methoxy)piperidin-1-yl)benzoate